2-(2-(cyclopropanesulfonamido)thiazol-4-yl)-2-(dimethylamino)-N-(4-(6-ethoxypyrazin-2-yl)phenyl)acetamide C1(CC1)S(=O)(=O)NC=1SC=C(N1)C(C(=O)NC1=CC=C(C=C1)C1=NC(=CN=C1)OCC)N(C)C